(3-bromo-2-fluorophenyl)(oxazol-4-yl)methanone BrC=1C(=C(C=CC1)C(=O)C=1N=COC1)F